4-[4-[(1S)-2-amino-1-hydroxyethyl]pyrazol-1-yl]-3-[2-methyl-6-(3-methylphenyl)pyrimidin-4-yl]oxybenzonitrile NC[C@@H](O)C=1C=NN(C1)C1=C(C=C(C#N)C=C1)OC1=NC(=NC(=C1)C1=CC(=CC=C1)C)C